ClC1=CC=C(C=C1)CCCNC(=O)C1(CCCC1)CC(C(=O)O)CCOC 2-{1-[3-(4-chlorophenyl)propylcarbamoyl]-cyclopentylmethyl}-4-methoxybutanoic acid